7-fluoro-indoline-1-carboxamide FC=1C=CC=C2CCN(C12)C(=O)N